7-(3-Chloro-1H-pyrazol-4-yl)-3-(3-fluoro-5-methoxybenzyl)quinazolin-4(3H)-one ClC1=NNC=C1C1=CC=C2C(N(C=NC2=C1)CC1=CC(=CC(=C1)OC)F)=O